(R)-3-chloro-1-(2,2-dimethylpyrrolidin-1-yl)-12-oxo-6a,7,9,10-tetrahydro-6H-pyrazino[2,1-c]Pyrido[3,4-f][1,4]Oxazepine-8(12H)-carboxylic acid tert-butyl ester C(C)(C)(C)OC(=O)N1C[C@@H]2COC3=C(C(N2CC1)=O)C(=NC(=C3)Cl)N3C(CCC3)(C)C